3,4-diethyl-1,8-octanediamine C(C)C(CCN)C(CCCCN)CC